1-((R)-4-(2-((1R,5S)-8-oxa-3-azabicyclo[3.2.1]oct-3-yl)-7-(1H-pyrazol-3-yl)imidazo[1,5-b]pyridazin-4-yl)-3-methylpiperazin-1-yl)ethan-1-one [C@H]12CN(C[C@H](CC1)O2)C=2C=C(C=1N(N2)C(=NC1)C1=NNC=C1)N1[C@@H](CN(CC1)C(C)=O)C